C(CCCCCC)N1C(N(C2=C1C=CC=C2)CCCCCCC)=O 1,3-diheptyl-1,3-dihydro-2H-benzo[d]imidazol-2-one